C(C1=CC=CC=C1)N(C\C=C/C(=O)[O-])CCNC(C1=CC=CC=C1)(C1=CC=CC=C1)C1=CC=CC=C1 (Z)-4-[Benzyl({2-[(Triphenylmethyl)Amino]Ethyl})Amino]but-2-Enoate